[(3S)-pyrrolidin-3-yl] 5-[[4-[[2-(6-methyl-2-pyridyl)pyrimidin-4-yl]amino]pyrimidin-2-yl]amino]pyridine-3-carboxylate CC1=CC=CC(=N1)C1=NC=CC(=N1)NC1=NC(=NC=C1)NC=1C=C(C=NC1)C(=O)O[C@@H]1CNCC1